1-Phenyl-1H-benzo[d]imidazole C1(=CC=CC=C1)N1C=NC2=C1C=CC=C2